1-(4-((3-(dimethylamino)propyl)amino)-5-fluoropyrimidin-2-yl)-3-(4-(trifluoromethoxy)phenyl)urea CN(CCCNC1=NC(=NC=C1F)NC(=O)NC1=CC=C(C=C1)OC(F)(F)F)C